C(C)(C)N1N=C(C2=C1C(=NN(C2=O)CC(=O)N[C@@H](C)C2=CC=C(C=C2)C(F)(F)F)C)C (S)-2-(1-Isopropyl-3,7-dimethyl-4-oxo-1,4-dihydro-5H-pyrazolo[3,4-d]pyridazin-5-yl)-N-(1-(4-(trifluoromethyl)phenyl)ethyl)acetamid